N-(2-methoxy-5-methylphenyl)-2-(N-methyl-N-phenylsulfamoyl)benzamide COC1=C(C=C(C=C1)C)NC(C1=C(C=CC=C1)S(N(C1=CC=CC=C1)C)(=O)=O)=O